1-Ethyl-3-(dimethylaminopropyl)-carbodiimid C(C)N=C=NCCCN(C)C